FC1=C(C=C(C=C1)OC=1C(=C2C=CNC2=C(C1F)F)F)C1=NC(=NN1C)[C@@]1(CCOC2=C(C=CC=C12)CCC(=O)OCC)C |r| racemic-ethyl 3-(4-(5-(2-fluoro-5-((4,6,7-trifluoro-1H-indol-5-yl)oxy)phenyl)-1-methyl-1H-1,2,4-triazol-3-yl)-4-methylchroman-8-yl)propanoate